(5-(6-bromo-4,7-difluoro-1H-benzo[d]imidazol-2-yl)-1H-pyrrol-3-yl)(2-(trifluoromethyl)phenyl)methanone BrC=1C=C(C2=C(NC(=N2)C2=CC(=CN2)C(=O)C2=C(C=CC=C2)C(F)(F)F)C1F)F